octadecyl-trimethoxy(ethoxy)silane C(CCCCCCCCCCCCCCCCC)CO[Si](OCC)(OC)OC